7-chloro-1-methyl-4-(piperidin-4-yl)-1,4-dihydropyrido[2,3-b]pyrazine-2,3-dione ClC1=CC2=C(N(C(C(N2C)=O)=O)C2CCNCC2)N=C1